CSSC#N methylthio thiocyanate